The molecule is the para-isomer of ATTO 590 cation. It has a role as a fluorochrome. It is a xanthene dye, a dicarboxylic acid, an organic heteropentacyclic compound and an organic cation. CCN1C2=CC3=C(C=C2C(=CC1(C)C)C)C(=C4C=C5C=CC([N+](=C5C=C4O3)CC)(C)C)C6=C(C=CC(=C6)C(=O)O)C(=O)O